2-butyl-1-[(1S)-1-(3,5-difluorophenyl)propyl]-6-hydroxy-5-{[3-(2-methylpyridin-3-yl)phenyl]methyl}-1,4-dihydropyrimidin-4-one C(CCC)C=1N(C(=C(C(N1)=O)CC1=CC(=CC=C1)C=1C(=NC=CC1)C)O)[C@@H](CC)C1=CC(=CC(=C1)F)F